iron (II) tetrachloride [Fe-2](Cl)(Cl)(Cl)Cl